diamidophosphoric acid P(O)(=O)(N)N